NC=1C(=C(C=CC1F)NC(C1=C(C=CC(=C1)NC(=O)[C@@H]1C([C@H]1C1=CC=C(C=C1)S(F)(F)(F)(F)F)(Cl)Cl)Cl)=O)F trans-N-(3-Amino-2,4-difluorophenyl)-2-chloro-5-(2,2-dichloro-3-(4-(pentafluoro-λ6-sulfanyl)phenyl)cyclopropane-1-carboxamido)benzamide